CN1CC=2C(C=3C=CC=C(C13)NC1=C(C(=O)N)C=CC=N1)=NN(C2)COCC[Si](C)(C)C (5-methyl-2-((2-(trimethylsilyl)ethoxy)methyl)-4,5-dihydro-2H-pyrazolo[4,3-c]quinolin-6-yl)aminonicotinamide